6-Chloro-3-(2,4-difluoro-3-(methoxymethoxy)-5-(trifluoromethyl)phenyl)-1-methyl-1H-pyrazolo[3,4-d]pyrimidine ClC1=NC=C2C(=N1)N(N=C2C2=C(C(=C(C(=C2)C(F)(F)F)F)OCOC)F)C